FC=1C=C(C(=NC1)OC([2H])([2H])[2H])N 5-fluoro-2-(methoxy-d3)pyridin-3-amine